1-octenyl-trimethoxysilane C(=CCCCCCC)[Si](OC)(OC)OC